(1r)-Nitrous oxide N#[N+][O-]